caffeine-13C N1([13CH3])C(=O)N(C)C=2N=CN(C)C2C1=O